CCC(C1=CC=C(C=C1)OC(F)F)NC2=NC=NC(=C2Cl)C The molecule is a member of the class of aminopyrimidines that is 5-chloro-6-methylpyrimidin-4-amine in which one of the amino hydrogens is replaced by a 1-[4-(difluoromethoxy)phenyl]propyl group. It is an aminopyrimidine, an organochlorine compound, an organofluorine compound, an aromatic ether and a secondary amino compound.